N1=C(C=NC=C1)[C@@H](C)NC(=O)[C@H]1CN(CC[C@@H]1NC(=O)C1=NOC(=C1)C1=C(C=C(C=C1F)F)F)C1CCCCC1 (3S,4S)-1-cyclohexyl-4-{[5-(2,4,6-trifluoro-phenyl)-isoxazole-3-carbonyl]-amino}-piperidine-3-carboxylic acid ((R)-1-pyrazin-2-yl-ethyl)-amide